3-(4-(7-(tert-butylcarbamoyl)-2H-indazol-2-yl)phenyl-2,3,5,6-d4)Piperidine-1-carboxylic acid tert-butyl ester C(C)(C)(C)OC(=O)N1CC(CCC1)C1=C(C(=C(C(=C1[2H])[2H])N1N=C2C(=CC=CC2=C1)C(NC(C)(C)C)=O)[2H])[2H]